[C@@H]1(C[C@H](O)[C@H](O1)CO)N1C(=O)NC(=O)C(C)=C1 1-(2-deoxy-β-D-ribofuranosyl)thymine